(4-(3-(2,6-dichlorophenyl)azetidin-1-yl)-3,5-dimethylbenzyl)piperidine-4-carboxylic acid ClC1=C(C(=CC=C1)Cl)C1CN(C1)C1=C(C=C(CN2CCC(CC2)C(=O)O)C=C1C)C